ClC1=CC(=C(S1)C1=CC=C(C=C1)OCOC)C(=O)O 5-chloro-2-[4-(methoxymethoxy)phenyl]thiophene-3-carboxylic acid